ethyl 4-amino-7-chloro-2-oxo-1-phenyl-1,2-dihydroquinoline-3-carboxylate NC1=C(C(N(C2=CC(=CC=C12)Cl)C1=CC=CC=C1)=O)C(=O)OCC